[1-(3,5-dichlorophenyl)-6-methoxy-7-(1-methylpyrazol-3-yl)-4H-indeno[1,2-c]pyrazol-3-yl]-(3,3-dimethylmorpholin-4-yl)methanone ClC=1C=C(C=C(C1)Cl)N1N=C(C2=C1C1=CC(=C(C=C1C2)OC)C2=NN(C=C2)C)C(=O)N2C(COCC2)(C)C